(S)-N1-(1-(2-((1S,2R,4R)-bicyclo[2.2.1]heptan-2-ylamino)-2-oxoethyl)-2-oxo-1,2-dihydropyridin-3-yl)-N6-methyl-2-(1-methyl-1H-pyrazole-5-carboxamido)-5-oxohexanediamide [C@H]12[C@@H](C[C@H](CC1)C2)NC(CN2C(C(=CC=C2)NC([C@H](CCC(C(=O)NC)=O)NC(=O)C2=CC=NN2C)=O)=O)=O